C(C)NCC(C[Si](OC)(OC)OC)C γ-(N-ethylamino)-β-methylpropyltrimethoxysilane